ClC1=C(C(=O)NC2=C3C=NN(C3=CC=C2)C2=CC(=CC=C2)C(F)(F)F)C=C(C=C1)CNC(=O)C1CC1 2-chloro-5-{[(cyclopropylcarbonyl)amino]methyl}-N-{1-[3-(trifluoromethyl)phenyl]-1H-indazol-4-yl}benzamide